4-(3-amino-4-methoxy-1H-indazol-5-yl)-N-((1s,3s)-3-hydroxy-3-(trifluoromethyl)cyclobutyl)-3-methylbenzenesulfonamide NC1=NNC2=CC=C(C(=C12)OC)C1=C(C=C(C=C1)S(=O)(=O)NC1CC(C1)(C(F)(F)F)O)C